1-[[(R)-tert-butylsulfinyl]amino]-6-cyano-spiro[indan-2,4'-piperidine]-1'-carboxylic acid tert-butyl ester C(C)(C)(C)OC(=O)N1CCC2(CC1)C(C1=CC(=CC=C1C2)C#N)N[S@](=O)C(C)(C)C